(S)-4-(2-amino-1-hydroxy-2-oxoethyl)phenyl methanesulfonate CS(=O)(=O)OC1=CC=C(C=C1)[C@@H](C(=O)N)O